COC1=NC=C(C2=C1N=C(S2)NC(=O)N2C[C@@]1(CC2)COCCC1)C1=CC=CC=C1 (R)-7-Oxa-2-aza-spiro[4.5]decane-2-carboxylic acid (4-methoxy-7-phenyl-thiazolo[4,5-c]pyridin-2-yl)-amide